6-hydroxy-2-(2-phenylethyl)chromone OC=1C=C2C(C=C(OC2=CC1)CCC1=CC=CC=C1)=O